Cl.Cl.FC=1C=C2C(=NC1)CC1(CCNCC1)C2N 3-fluoro-5,7-dihydrospiro[cyclopenta[b]pyridine-6,4'-piperidine]-5-amine dihydrochloride